syringylidenmalonate C(C1=CC(OC)=C(O)C(OC)=C1)=C(C(=O)[O-])C(=O)[O-]